1-(4-(((S)-5-(2-(2-aminopyridin-3-yl)-5-(1H-pyrazol-1-yl)-3H-imidazo[4,5-b]pyridin-3-yl)-2,3-dihydro-1H-inden-1-yl)amino)-3-hydroxypiperidin-1-yl)prop-2-en-1-one NC1=NC=CC=C1C1=NC=2C(=NC(=CC2)N2N=CC=C2)N1C=1C=C2CC[C@@H](C2=CC1)NC1C(CN(CC1)C(C=C)=O)O